6-bromo-1,2-benzothiazole-3-carbonitrile BrC1=CC2=C(C(=NS2)C#N)C=C1